C(C1=CC=CC=C1)OC[C@@H](C)N1C(C=2N(C=3N(C(C2C1)=O)N=C(C3)CC)CC(=O)NC3=NC=C(C=C3)F)=O |r| 2-{6-[(±)-1-(benzyloxy)propan-2-yl]-2-ethyl-5,8-dioxo-5,6,7,8-tetrahydro-4H-pyrazolo[1,5-a]pyrrolo[3,4-d]pyrimidin-4-yl}-N-(5-fluoropyridin-2-yl)acetamide